ClC1=CC=C(C=C1)NC=CC1=C(C(=NO1)C1=C(C=CC=C1F)Cl)C#N 5-[2-(4-chlorophenylamino)ethenyl]-4-cyano-3-(2-chloro-6-fluorophenyl)isoxazole